C(C)C(CC(C(CCCC)CC)OP(O)(O)=O)CCCC 2-ethylhexyl-2-ethylhexyl-phosphoric acid